4-amino-3-(1H-benzo[d][1,2,3]triazol-6-yl)-1-(4-chlorophenyl)-7-(trifluoromethyl)-1,8-naphthyridin-2(1H)-one NC1=C(C(N(C2=NC(=CC=C12)C(F)(F)F)C1=CC=C(C=C1)Cl)=O)C=1C=CC2=C(NN=N2)C1